1-methyl-2-oxabicyclo[2.2.2]octane-4-carboxylic acid CC12OCC(CC1)(CC2)C(=O)O